C1N(CC12CCNCC2)CC2(CCN(CC2)C=2C=C(N=NC2)C2=C(C=CC=C2)O)C2=CC=CC=C2 2-[5-(4-{2,7-diazaspiro[3.5]nonan-2-ylmethyl}-4-phenylpiperidin-1-yl)pyridazin-3-yl]phenol